C(C1=CC=CC=C1)OCC1=NOC(C1)C(=O)N[C@@H](CC(C)C)B(O)O (1R)-1-(3-((benzyloxy)methyl)-4,5-dihydroisoxazole-5-carboxamido)-3-methylbutylboronic acid